FC(C=C)(C(F)F)F 3,3,4,4-tetrafluoro-1-butene